CITRONELLYLACETATE (3,7-dimethyloct-6-en-1-yl acetate) CC(CCCC(=O)O)CCC=C(C)C.C(CC(C)CCC=C(C)C)CC(=O)O